Methyl (2S)-2-[[(tert-butoxy)carbonyl](methyl)amino]-4-hydroxy-4-methylpentanoate C(C)(C)(C)OC(=O)N([C@H](C(=O)OC)CC(C)(C)O)C